COC(CCSC=1C=2N(C(=NC1)N1CCC3([C@@H](C=4N(N=CC4)C3)NC(=O)OC(C)(C)C)CC1)C=CN2)=O (S)-3-((5-(4'-((tert-Butoxycarbonyl)amino)-4'H,6'H-spiro[piperidine-4,5'-pyrrolo[1,2-b]pyrazol]-1-yl)imidazo[1,2-c]pyrimidin-8-yl)thio)propionic acid methyl ester